C(C)B(CC)CC triethylborane